3,3-bis-hydroxymethyl-1,3-propanediol OCC(CCO)(O)CO